6-(((5-methylbenzo[d]oxazol-2-yl)methyl)thio)-1-phenyl-1,5-dihydro-4H-pyrazolo[3,4-d]pyrimidin-4-one CC=1C=CC2=C(N=C(O2)CSC=2NC(C3=C(N2)N(N=C3)C3=CC=CC=C3)=O)C1